NC=1C(=C(C=CC1)C=1N=C(SC1C1=NC(=NC=C1)NC1CC2(CS(C2)(=O)=O)C1)N1C2CN(CC1CC2)C(=O)OC(C)(C)C)F tert-Butyl 8-(4-(3-amino-2-fluorophenyl)-5-(2-((2,2-dioxido-2-thiaspiro[3.3]heptan-6-yl)-amino)pyrimidin-4-yl)thiazol-2-yl)-3,8-diazabicyclo[3.2.1]octane-3-carboxylate